8-[(2,6-dimethylbenzyl)amino]-N-(3-hydroxypropyl)-2,3-dimethylimidazo[1,2-a]pyridine-6-carboxamide CC1=C(CNC=2C=3N(C=C(C2)C(=O)NCCCO)C(=C(N3)C)C)C(=CC=C1)C